5-Phenyl-1H-pyrazole-3-carboxylic acid (2-{4-[2-(methoxyimino-methyl)-phenoxy]-piperidin-1-yl}-2-oxo-ethyl)-amide CON=CC1=C(OC2CCN(CC2)C(CNC(=O)C2=NNC(=C2)C2=CC=CC=C2)=O)C=CC=C1